OC1(CC(C1)(C1=NN=CN1C)C=1C=C(C=CC1)N1C(C2=CC(=CC(=C2C1)C(F)(F)F)CNC1(CCC1)C)=O)C(F)(F)F 2-(3-((1s,3s)-3-hydroxy-1-(4-methyl-4H-1,2,4-triazol-3-yl)-3-(trifluoromethyl)cyclobutyl)phenyl)-6-(((1-methylcyclobutyl)amino)methyl)-4-(trifluoromethyl)isoindolin-1-one